BrN1C(=O)N(C(=O)C1(C)C(C)C)Br 1,3-dibromo-5-isopropyl-5-methylhydantoin